tert-butyl 4-(1-((8-methoxy-2-methylimidazo[1,2-a]pyrazin-6-yl)carbamoyl)-2,3-dihydro-1H-pyrrolo[2,3-b]pyridin-4-yl)-2,2-dimethylpiperazine-1-carboxylate COC=1C=2N(C=C(N1)NC(=O)N1CCC=3C1=NC=CC3N3CC(N(CC3)C(=O)OC(C)(C)C)(C)C)C=C(N2)C